4-[5-(aminomethyl)pyrimidin-2-yl]-3-[6-[(2,2-difluorocyclopropyl)methoxy]-2-methylpyrimidin-4-yl]oxybenzonitrile NCC=1C=NC(=NC1)C1=C(C=C(C#N)C=C1)OC1=NC(=NC(=C1)OCC1C(C1)(F)F)C